FC=1C(=NC(=NC1)NC1=CC(=CC=C1)CN1CCN(CC1)C)N1C=C(C2=CC=CC=C12)C(=O)N 1-{5-fluoro-2-[3-(4-methyl-piperazin-1-ylmethyl)-phenylamino]-pyrimidin-4-yl}-1H-indole-3-carboxylic acid amide